(2-(((1-chloroethoxy)carbonyl)(methyl)amino)pyridin-3-yl)methyl 2-((tert-butoxycarbonyl)(methyl) amino)acetate C(C)(C)(C)OC(=O)N(CC(=O)OCC=1C(=NC=CC1)N(C)C(=O)OC(C)Cl)C